1-(((1-((6-chloropyridin-3-yl)amino)isoquinolin-6-yl)oxy)methyl)-2,2-dimethylcyclopropane-1-carbonitrile ClC1=CC=C(C=N1)NC1=NC=CC2=CC(=CC=C12)OCC1(C(C1)(C)C)C#N